l-1-methyl-4-isopropylcyclohexan-3-ol CC1CC(C(CC1)C(C)C)O